FC(C=1C(=NON1)C(=O)O)F 4-(difluoromethyl)-1,2,5-oxadiazole-3-carboxylic acid